5-bromo-1-ethyl-4-[(4-methoxyphenyl)methoxy]-3-methyl-pyrazole BrC1=C(C(=NN1CC)C)OCC1=CC=C(C=C1)OC